FC=1C=C(C=CC1F)[C@H]1N(OCC1)C(=O)C1CC(C1)NC=1C=C(C#N)C=C(C1)F 3-((3-((S)-3-(3,4-difluorophenyl)isoxazolidine-2-carbonyl)cyclobutyl)amino)-5-fluorobenzonitrile